7-(3-(4-(2-methoxyphenyl)piperazin-1-yl)-2-hydroxypropoxy)-6-methoxy-3-methylisochroman-4-one COC1=C(C=CC=C1)N1CCN(CC1)CC(COC1=C(C=C2C(C(OCC2=C1)C)=O)OC)O